1-(bromomethyl)-2,3-difluoro-4-methylbenzene BrCC1=C(C(=C(C=C1)C)F)F